Palladium(II) thiocyanate [Pd](SC#N)SC#N